2-((2-((tetrahydro-2H-pyran-2-yl)oxy)ethoxy)methyl)propanoic acid O1C(CCCC1)OCCOCC(C(=O)O)C